tert-butyl (2-((4-(2-(3-chloro-4-(2-chloroethoxy)-5-cyanophenyl)propan-2-yl)phenoxy)methyl)thiazol-4-yl)carbamate ClC=1C=C(C=C(C1OCCCl)C#N)C(C)(C)C1=CC=C(OCC=2SC=C(N2)NC(OC(C)(C)C)=O)C=C1